5-tert-butyl-1,3-bis(1-chloro-1-methylethyl)benzene C(C)(C)(C)C=1C=C(C=C(C1)C(C)(C)Cl)C(C)(Cl)C